C(C)(C)(C)OC(=O)N(CC#CC1=C(C=CC(=C1)F)NC1=CC=C(C(=C1C(=O)OC)F)C(F)(F)F)C1=NC(=CC=C1[N+](=O)[O-])OC methyl 6-((2-(3-((tert-butoxycarbonyl) (6-methoxy-3-nitropyridin-2-yl) amino) prop-1-yn-1-yl)-4-fluorophenyl) amino)-2-fluoro-3-(trifluoromethyl)-benzoate